ClC1(CC1)C1=NN(C=N1)CC(O)CCC1C(C1)(Cl)Cl (1-chlorocyclopropyl)-α-[2-(2,2-dichloro-cyclopropyl)ethyl]-1H-1,2,4-triazole-1-ethanol